(Z)-1-(3-(5-methoxy-2-propylphenyl)-4-oxothiazolidine-2-ylidene)-3-((4-(1-(4-(trifluoromethoxy)phenyl)-1H-1,2,4-triazol-3-yl)benzyl)oxy)urea COC=1C=CC(=C(C1)N1/C(/SCC1=O)=N/C(=O)NOCC1=CC=C(C=C1)C1=NN(C=N1)C1=CC=C(C=C1)OC(F)(F)F)CCC